(5-(6-ethoxy-4-methylpyridin-3-yl)thiazol-2-yl)-2,6-difluorobenzamide C(C)OC1=CC(=C(C=N1)C1=CN=C(S1)C=1C(=C(C(=O)N)C(=CC1)F)F)C